FC1(C(C1)C(=O)OCCCC)F butyl 2,2-difluorocyclopropanecarboxylate